C[C@@]12C(C(C([C@H]1[C@@H]1CCC=3C=C(C=CC3[C@H]1CC2)O)O)O)O ESTRA-1,3,5(10)-TRIENE-3,15,16,17-TETROL